[N+](=O)([O-])C=1C(=C2C(=NC1)N(C=C2)S(=O)(=O)C2=CC=CC=C2)N[C@H]2C[C@@H](CC2)NC(OC(C)(C)C)=O tert-butyl ((1R,3R)-3-((5-nitro-1-(phenylsulfonyl)-1H-pyrrolo[2,3-b]pyridin-4-yl)amino)cyclopentyl)carbamate